C(C)NC(=O)NC1=CC(=C(C=C1)F)C 1-ethyl-3-(4-fluoro-3-methylphenyl)urea